(4-bromophenoxy)triisopropylsilane BrC1=CC=C(O[Si](C(C)C)(C(C)C)C(C)C)C=C1